N1=CC=C(C=C1)CN1CNC2=NC=C(C=C21)C2=CC(=CC=C2)C(F)(F)F 1-(4-Pyridylmethyl)-6-[3-(trifluoromethyl)phenyl]-3H-imidazo[4,5-b]pyridin